CC1=C(C=CC(=C1)C=C)C Dimethyl-4-ethenylbenzol